COC=1C=C(C=CC1)C1=CC(=CC=C1)[C@H](CC(=O)[O-])NC(=O)NC=1C(N(C=CC1[O-])C)=O.[Na+].[Na+] Natrium (S)-3-(3'-Methoxybiphenyl-3-yl)-3-(3-(1-methyl-4-oxido-2-oxo-1,2-dihydropyridin-3-yl)ureido)propanoat